C(C)(C)(C)OC(C[C@@H](C1=CC(=CC=C1)C(F)(F)F)N1C(N(CC1)CCCC1=NC=2NCCCC2C=C1)=O)=O (S)-3-(2-oxo-3-(3-(5,6,7,8-tetrahydro-1,8-naphthyridin-2-yl)propyl)imidazolidin-1-yl)-3-(3-(trifluoromethyl)phenyl)propionic acid tert-butyl ester